C1=C(C=CC2=CC=CC=C12)C(C[Se]C1=CC=CC=C1)N1S(C2=C(C1=O)C=CC=C2)(=O)=O 2-(1-(naphthalen-2-yl)-2-(phenylselanyl)ethyl)benzo[d]isothiazol-3(2H)-one 1,1-dioxide